N-benzyl-6-isopropoxy-5-nitropyrimidin-4-amine C(C1=CC=CC=C1)NC1=NC=NC(=C1[N+](=O)[O-])OC(C)C